4-fluoro-2-hydroxy-benzaldehyde FC1=CC(=C(C=O)C=C1)O